2,4-Difluoro-N-(2-methoxy-5-(4-(piperazin-1-yl)phthalazin-6-yl)pyridin-3-yl)benzenesulfonamide trifluoroacetate FC(C(=O)O)(F)F.FC1=C(C=CC(=C1)F)S(=O)(=O)NC=1C(=NC=C(C1)C=1C=C2C(=NN=CC2=CC1)N1CCNCC1)OC